(R)-2-(3-methylpiperazine-1-yl)-5-(trifluoromethyl)pyrimidine hydrochloride Cl.C[C@@H]1CN(CCN1)C1=NC=C(C=N1)C(F)(F)F